2-(2,6-dihydropyrrolo-[3,4-c]pyrazol-5(4H)-yl)-N-methyl-N-(piperidin-4-yl)pyrido-[3,4-d]pyrimidin-6-amine N=1NC=C2C1CN(C2)C=2N=CC1=C(N2)C=NC(=C1)N(C1CCNCC1)C